FC1=CC=C(C=C1)C=1C=C2C(=C(C(N(C2=NC1)CCN1CCOCC1)=O)C(=O)NC1(CCC(CC1)C)C(=O)OC)O methyl (1r,4r)-1-(6-(4-fluorophenyl)-4-hydroxy-1-(2-morpholinoethyl)-2-oxo-1,2-dihydro-1,8-naphthyridine-3-carboxamido)-4-methylcyclohexane-1-carboxylate